(4-methoxycarbonylmethyl)phenylboronic acid pinacol ester B1(OC(C(O1)(C)C)(C)C)C2=CC=C(C=C2)CC(=O)OC